N,N',N''-tris(4-aminophenyl)-1,3,5-triazine-2,4,6-triamine NC1=CC=C(C=C1)NC1=NC(=NC(=N1)NC1=CC=C(C=C1)N)NC1=CC=C(C=C1)N